tert-Butyl 7-[3-[(1-acetylazetidin-3-yl)oxycarbonylamino]-8-chloro-7-fluoro-6-isoquinolyl]-8-methyl-3,4-dihydro-2H-1,5-naphthyridine-1-carboxylate C(C)(=O)N1CC(C1)OC(=O)NC=1N=CC2=C(C(=C(C=C2C1)C1=CN=C2CCCN(C2=C1C)C(=O)OC(C)(C)C)F)Cl